N-(4-((3-(ethoxymethyl)-3-(2-(thiophen-3-yl)ethyl)pyrrolidin-1-yl)methyl)phenyl)acetamide C(C)OCC1(CN(CC1)CC1=CC=C(C=C1)NC(C)=O)CCC1=CSC=C1